tert-butyl (R,E)-2-(2-(N-(tert-butoxycarbonyl)sulfamoyl)vinyl)-2-methylpyrrolidine-1-carboxylate C(C)(C)(C)OC(=O)NS(=O)(=O)/C=C/[C@@]1(N(CCC1)C(=O)OC(C)(C)C)C